CC(C(=O)Cl)CC1=CC=CC=C1 2-Methyl-3-phenylpropionyl chloride